C(CCC)OC(=O)C1=C2C(=NO1)C=CC(=C2)Br.C(C)[C@H]2COCCN2C2=NC(=CC(=C2)CS(=O)(=O)NCC2=CC=C(C=C2)OC)C2=CC=C1C(=N2)C=C(N1)C (S)-1-(2-(3-ethylmorpholino)-6-(2-methyl-1H-pyrrolo[3,2-b]pyridin-5-yl)pyridin-4-yl)-N-(4-methoxybenzyl)methanesulfonamide butyl-5-bromobenzo[c]isoxazole-3-carboxylate